triethyl-monopentylphosphine C(C)C(CCCCP)(CC)CC